diphenyl-iron palladium chloride [Pd](Cl)Cl.C1(=CC=CC=C1)[Fe]C1=CC=CC=C1